Cl.C(=O)(OCC1C2=CC=CC=C2C2=CC=CC=C12)NCCN mono-Fmocethylenediamine hydrochloride